(1R,2S,5S)-N-(cyano(1-cyclopropyl-5-methyl-1H-pyrazol-4-yl)methyl)-3-((S)-3,3-dimethyl-2-(2,2,2-trifluoroacetamido)butanoyl)-6,6-dimethyl-3-azabicyclo[3.1.0]hexane-2-carboxamide C(#N)C(NC(=O)[C@@H]1[C@H]2C([C@H]2CN1C([C@H](C(C)(C)C)NC(C(F)(F)F)=O)=O)(C)C)C=1C=NN(C1C)C1CC1